N=1C=NN2C1C=C(C=C2)C2=NC=CC(=N2)NC2=NC=C(C(=C2)N2C[C@H](CCC2)O)C=2C=NN(C2)C2CCOCC2 (S)-1-(2-((2-([1,2,4]triazolo[1,5-a]pyridin-7-yl)pyrimidin-4-yl)amino)-5-(1-(tetrahydro-2H-pyran-4-yl)-1H-pyrazol-4-yl)pyridin-4-yl)piperidin-3-ol